C(C#C)NNC1=NC(NC=C1)=O propargylaminocytosine